4-(5-(3-((2-(3-carboxypropanoyl)-4-fluoro-6-methoxybenzo[b]thiophen-5-yl)oxy)propyl)-6-methoxythieno[3,2-b]pyridin-2-yl)-4-oxobutanoic acid C(=O)(O)CCC(=O)C1=CC2=C(S1)C=C(C(=C2F)OCCCC2=C(C=C1C(=N2)C=C(S1)C(CCC(=O)O)=O)OC)OC